N-(3-(3-chloro-2-(4-((((R)-2-hydroxypropyl)amino)methyl)-3-methoxyphenyl)pyridin-4-yl)-2-methylphenyl)-5-((((R)-2-hydroxypropyl)amino)methyl)picolinamide ClC=1C(=NC=CC1C=1C(=C(C=CC1)NC(C1=NC=C(C=C1)CNC[C@@H](C)O)=O)C)C1=CC(=C(C=C1)CNC[C@@H](C)O)OC